4-Chloro-3,3-dimethyl-7-nitro-1,3-dihydro-2,1-benzothiazol-2,2-dioxid ClC1=CC=C(C2=C1C(S(N2)(=O)=O)(C)C)[N+](=O)[O-]